(4-(3-(2-(2-((3-(4-fluorophenyl)-4-oxochroman-7-yl)oxy)acetamido)ethoxy)propanamido)-1-hydroxybutane-1,1-diyl)bis(phosphonic acid) FC1=CC=C(C=C1)C1COC2=CC(=CC=C2C1=O)OCC(=O)NCCOCCC(=O)NCCCC(O)(P(O)(O)=O)P(O)(O)=O